(S)-1-(2-(2-aminoethoxy)-5-(trifluoromethyl)pyridin-3-yl)-3-(2-chloro-7-(1-methoxyethyl)pyrazolo[1,5-a]pyrimidine-6-yl)urea hydrochloride Cl.NCCOC1=NC=C(C=C1NC(=O)NC=1C=NC=2N(C1[C@H](C)OC)N=C(C2)Cl)C(F)(F)F